(S)-7-(3-(2-(1H-Pyrrolo[2,3-b]pyridin-3-yl)thiazol-4-yl)phenyl)-6,7-dihydro-5H-cyclopenta[b]pyridin-7-ol N1C=C(C=2C1=NC=CC2)C=2SC=C(N2)C=2C=C(C=CC2)[C@]2(CCC=1C2=NC=CC1)O